ClC1=C(C=CC(=C1)F)C1=CC(=C(S1)C(=O)OC)NC(=O)OC1=CC=CC=C1 Methyl 5-(2-chloro-4-fluorophenyl)-3-((phenoxycarbonyl)amino)thiophene-2-carboxylate